C(C)OC(C(F)(F)C1CC[C@H](N1C(=O)OC(C)(C)C)C(=O)OC)=O 1-(tert-butyl) 2-methyl (2S)-5-(2-ethoxy-1,1-difluoro-2-oxoethyl)pyrrolidine-1,2-dicarboxylate